2-[[4-[3-(hydroxymethyl)-1-piperidinyl]-6-[[(3,4,5-trimethoxyphenyl)methyl]amino]-2-pyrimidinyl]amino]-4-methyl-5-thiazolecarboxylic acid ethyl ester C(C)OC(=O)C1=C(N=C(S1)NC1=NC(=CC(=N1)N1CC(CCC1)CO)NCC1=CC(=C(C(=C1)OC)OC)OC)C